N-((2-(6-((cis)-2,6-dimethylmorpholino)pyridin-2-yl)-1,6-naphthyridin-7-yl)methyl)-3-methyl-5-(methylsulfonyl)benzamide C[C@@H]1O[C@@H](CN(C1)C1=CC=CC(=N1)C1=NC2=CC(=NC=C2C=C1)CNC(C1=CC(=CC(=C1)S(=O)(=O)C)C)=O)C